(2-Thienylsulfonyl)-N-(4-(4-(dimethylamino)-1-piperidinyl)-2-methoxyphenyl)-2-amino-7H-pyrrolo[2,3-d]pyrimidine S1C(=CC=C1)S(=O)(=O)C=1C2=C(N(C(N1)N)C1=C(C=C(C=C1)N1CCC(CC1)N(C)C)OC)NC=C2